3,10-diazaspiro[6.6]tridecane C1CNCCCC12CCNCCC2